C(C)OC(=O)[C@H]1N(C[C@H]2[C@@H]1CCC2)C(C(=O)NC(C)(C)C)=O (1S,3aR,6aS)-2-(2-(tert-butylamino)-2-oxoacetyl)octahydrocyclopenta[c]pyrrole-1-carboxylic acid ethyl ester